6-aminobenzo[d][1,3]dioxol-4-ol NC=1C=C(C2=C(OCO2)C1)O